C(C1=CC=CC=C1)NC(N(C1=CC=C(C=C1)C=1C=NN(C1)CCN1CCOCC1)[C@@H]1CC[C@H](CC1)NC1=NC=C(C=C1)C#N)=O 3-benzyl-1-(trans-4-((5-cyanopyridin-2-yl)amino)cyclohexyl)-1-(4-(1-(2-(morpholin-4-yl)ethyl)-1H-pyrazol-4-yl)phenyl)urea